N-(5-Bromo-2-(4-methylpiperazin-1-yl)pyridin-3-yl)-6-methylpyridine-3-sulfonamide BrC=1C=C(C(=NC1)N1CCN(CC1)C)NS(=O)(=O)C=1C=NC(=CC1)C